[Sb].[Sn].NC1=CC=C(C=C1)C1=C2C(=C3C=CC=CC3=CC2=CC=C1)C1=CC=C(C=C1)N 5,10-bis-(4-aminophenyl)anthracene TIN ANTIMONY